6-(1,3-benzothiazol-5-yl)-5-[4-[(3S)-1-(3-fluoropropyl)pyrrolidin-3-yl]oxyphenyl]-8,9-dihydro-7H-benzo[7]annulen-2-ol S1C=NC2=C1C=CC(=C2)C2=C(C1=C(CCC2)C=C(C=C1)O)C1=CC=C(C=C1)O[C@@H]1CN(CC1)CCCF